C1(=CC=CC=C1)C(C=C)Cl.[Pd] palladium (l-1-phenylallyl)chloride